N1=NN=CC=CC=CC=CC=CC=C1 triazacyclotetradecine